C(C1=CC=CC=C1)C=1C=NC(=NC1)N1CCN(CC1)C=1C=NN2C1C=C(C=C2)C=2C=NN(C2)C 3-[4-(5-benzylpyrimidin-2-yl)piperazin-1-yl]-5-(1-methyl-1H-pyrazol-4-yl)pyrazolo[1,5-a]pyridine